(1R,2R)-N-(7-chloro-6R-(spiro[2.2]pentan-1-yl)isoquinolin-3-yl)-2-(1-methyl-1H-pyrazol-4-yl)cyclopropane-1-carboxamide ClC1=C(C=C2C=C(N=CC2=C1)NC(=O)[C@H]1[C@@H](C1)C=1C=NN(C1)C)[C@@H]1CC12CC2